NC1=C(C=CC=C1O)C=1CCN(CC1)C(=O)OC(C)(C)C tert-butyl 4-(2-amino-3-hydroxyphenyl)-3,6-dihydropyridine-1(2H)-carboxylate